COC1=C(C=C(C=C1)SC1=CNC2=CC=C(C=C12)Br)N1CCNCC1 4-(2-methoxy-5-((5-bromo-1H-indol-3-yl)thio)phenyl)piperazine